[Y].[Ba] barium-yttrium